2-((4-chloro-1-methyl-1H-pyrazol-3-yl)methyl)-6-(phenylsulfonyl)phthalazin-1(2H)-one ClC=1C(=NN(C1)C)CN1C(C2=CC=C(C=C2C=N1)S(=O)(=O)C1=CC=CC=C1)=O